C(C1CO1)OC(CCCCCC(C)C)=O isononanoic acid glycidyl ester